FC(C=1C=CC(=C2C=CC=NC12)C1=NNC2=NC(=CN=C21)N2C[C@@H]1[C@]([C@@H]1CC2)(C2=NOC(=C2)C)CN)F ((1S,6R,7S)-3-(3-(8-(difluoromethyl)quinolin-5-yl)-1H-pyrazolo[3,4-b]pyrazin-6-yl)-7-(5-methylisoxazol-3-yl)-3-azabicyclo[4.1.0]heptan-7-yl)methanamine